ClC1=NC(=NC=C1C1(CC1)C(=O)OCC)NC1CCN(CC1)C(=O)OC(C)(C)C Tert-butyl 4-({4-chloro-5-[1-(ethoxycarbonyl)cyclopropyl]pyrimidin-2-yl}amino)piperidine-1-carboxylate